1-{2-fluoro-4-[4-({[6-(trifluoromethyl)pyridin-2-yl]methyl}carbamoyl)-1H-1,2,3-triazol-1-yl]butyl}-N-{[2-fluoro-5-(trifluoromethoxy)phenyl]methyl}-1H-1,2,3-triazole-4-carboxamide FC(CN1N=NC(=C1)C(=O)NCC1=C(C=CC(=C1)OC(F)(F)F)F)CCN1N=NC(=C1)C(NCC1=NC(=CC=C1)C(F)(F)F)=O